N-acetoxy-1-[9-ethyl-6-{2-methyl-4-(3,3-dimethyl-2,4-dioxacyclopentylmethyloxy)benzoyl}-9H-carbazol-3-yl]ethan-1-imine C(C)(=O)ON=C(C)C=1C=CC=2N(C3=CC=C(C=C3C2C1)C(C1=C(C=C(C=C1)OCC1OC(OC1)(C)C)C)=O)CC